3-[(3-fluoro-2-methoxyphenyl)amino]-2-(7-methoxy-6-{[1-(prop-2-enoyl)piperidin-4-yl]oxy}-1,5-naphthyridin-4-yl)-1H,5H,6H,7H-pyrrolo[3,2-c]pyridin-4-one FC=1C(=C(C=CC1)NC1=C(NC2=C1C(NCC2)=O)C2=CC=NC1=CC(=C(N=C21)OC2CCN(CC2)C(C=C)=O)OC)OC